4,5-dihydroisoxazole-5-carboxylate O1N=CCC1C(=O)[O-]